COC(C(C=1SC=C(C1)C#N)NC(=O)OC(C)(C)C)=O 2-((tert-Butoxycarbonyl)amino)-2-(4-cyanothiophen-2-yl)acetic acid methyl ester